Methyl-2-(2-fluoro-3-methoxyphenyl)-5-[1-(phenylsulfonyl)-1H-pyrrolo[2,3-b]pyridin-4-yl]-1H-pyrrole-3-carboxylate COC(=O)C1=C(NC(=C1)C1=C2C(=NC=C1)N(C=C2)S(=O)(=O)C2=CC=CC=C2)C2=C(C(=CC=C2)OC)F